alanyl-diketopiperazine N[C@@H](C)C(=O)N1C(C(NCC1)=O)=O